C(C)OC(C)(C)OC(=O)COC(=O)C1C2C=CC(C1)C2=O 5-(1-ethoxy-1-methylethyloxycarbonyl-methyloxycarbonyl)-7-oxo-bicyclo[2.2.1]Hept-2-ene